3-(4-cyano-2-methoxy-phenoxy)-6-(4-cyanophenyl)-5-methyl-N-[3-(methylsulfonyl)phenyl]Pyridazine-4-carboxamide C(#N)C1=CC(=C(OC=2N=NC(=C(C2C(=O)NC2=CC(=CC=C2)S(=O)(=O)C)C)C2=CC=C(C=C2)C#N)C=C1)OC